1-((1S,3S)-1-(4-(((1s,3R)-adamantan-1-yl)amino)phenyl)-3-butyl-6-methoxy-3,4-dihydroisoquinolin-2(1H)-yl)-3-(ethyldimethylsilyl)prop-2-yn-1-one C12(CC3CC(CC(C1)C3)C2)NC2=CC=C(C=C2)[C@@H]2N([C@H](CC3=CC(=CC=C23)OC)CCCC)C(C#C[Si](C)(C)CC)=O